(1R,2S,3R,5R)-3-[4-(methylamino)pyrrolo[2,3-d]pyrimidin-7-yl]-5-{3-[(2-phenylethyl)amino]prop-1-yn-1-yl}cyclopentane-1,2-diol CNC=1C2=C(N=CN1)N(C=C2)[C@H]2[C@@H]([C@@H]([C@H](C2)C#CCNCCC2=CC=CC=C2)O)O